FC(CN)(S(=O)(=O)C1=CC=C(C=C1)C)S(=O)(=O)C1=CC=C(C=C1)C 2-fluoro-2,2-bis(4-methylphenylsulfonyl)ethylamine